NC1=C2C(=NC=N1)N(N=C2C2=CC(=CC=C2)O)CC2=NC1=CC=CC(=C1C(N2CC2=CC(=CC=C2)C(F)(F)F)=O)C#C 2-((4-Amino-3-(3-hydroxyphenyl)-1H-pyrazolo[3,4-d]pyrimidin-1-yl)methyl)-5-ethynyl-3-(3-(trifluoromethyl)benzyl)quinazolin-4(3H)-one